N1=C2C(=CC(=C1)C=1C=C3C(=CN(C3=CC1)CC(=O)N1[C@@H]3CC[C@H]([C@H]1C(NC1=NC(=CC=C1)C)=O)C3)C(=O)N)CCC2 5-(6,7-dihydro-5H-cyclopenta[b]pyridin-3-yl)-1-(2-((1R,3S,4S)-3-(6-methylpyridin-2-ylcarbamoyl)-2-azabicyclo[2.2.1]heptan-2-yl)-2-oxoethyl)-1H-indole-3-carboxamide